CN1CCN(CC1)C1=CC=C(C=C1)C(C)C1=C(C=2NC3=CC=CC=C3SC2C=C1)CC(C(=O)[O-])O 2-(1-(4-(4-methylpiperazin-1-yl) phenyl) ethyl)-10H-phenothiazinelactate